xanthine vanadium [V].N1C(=O)NC=2N=CNC2C1=O